(methoxy-d3)-4-methyl-5-nitropyridine C(OC1=NC=C(C(=C1)C)[N+](=O)[O-])([2H])([2H])[2H]